N(=[N+]=[N-])CCCCNS(=O)(=O)CCS(=O)(=O)C N-(4-Azidobutyl)-2-methylsulfonylethansulfonamid